N[C@H]1[C@H]([C@@H]2CC[C@H]1C2)C(=O)NC2=CC(=C(C=C2)F)C(F)(F)F (1R,2S,3R,4S)-3-amino-N-(4-fluoro-3-(trifluoromethyl)phenyl)bicyclo[2.2.1]heptane-2-carboxamide